2-(cyclopropyl(4-methoxypyridin-2-yl)methyl)-5-(1-methyl-3-(trifluoromethyl)-1H-pyrazol-4-yl)-3,4-dihydroisoquinolin-1(2H)-one C1(CC1)C(N1C(C2=CC=CC(=C2CC1)C=1C(=NN(C1)C)C(F)(F)F)=O)C1=NC=CC(=C1)OC